ClC1=CC(=C(C=C1)C1=NN2C(CNCC2)=C1C1=C2C(=NC=C1)NC=C2)F 2-(4-chloro-2-fluorophenyl)-3-(1H-pyrrolo[2,3-b]pyridin-4-yl)-4,5,6,7-tetrahydropyrazolo[1,5-a]pyrazine